N-(5-(4-chlorophenethyl)-1,3,4-thiadiazol-2-yl)-3-(naphthalen-1-yl)isonicotinamide ClC1=CC=C(CCC2=NN=C(S2)NC(C2=C(C=NC=C2)C2=CC=CC3=CC=CC=C23)=O)C=C1